C(C)OC1COO1 2-ethoxy-3,4-dioxetan